FC1=CC=C(C=C1)C(=O)C1=CNC=2N=C(N=C(C21)N[C@H](CO)CC(C)C)NC2=CC=C(C=C2)N2CCN(CC2)C (S)-(4-fluorophenyl)(4-((1-hydroxy-4-methylpentan-2-yl)amino)-2-((4-(4-methylpiperazin-1-yl)phenyl)amino)-7H-pyrrolo[2,3-d]pyrimidin-5-yl)methanone